C(C=C)(=O)N1C[C@@H](CC1)C1=CN(C=2C(=NNC(C21)=O)N)C2=CC=C(C=C2)OC2=CC=C(C=C2)F (S)-3-(1-acryloylpyrrolidin-3-yl)-7-amino-1-(4-(4-fluorophenoxy)phenyl)-1,5-dihydro-4H-pyrrolo[2,3-d]pyridazin-4-one